23,29-difluoro-10,10,12-trimethyl-6-phenyl-25-oxa-5,12,20,31-tetrazapentacyclo[24.3.1.12,5.016,24.017,21]hentriaconta-1(30),2(31),3,16,18,21,23,26,28-nonaen-13-one FC=1C=C2NC=CC2=C2CCC(N(CC(CCCC(N3C=CC(C=4C(=CC=C(OC12)C4)F)=N3)C3=CC=CC=C3)(C)C)C)=O